Cl.NC1CCCC(CCC1)O 5-aminocyclooctan-1-ol hydrochloride